C(C)OC(=O)C=1C(=NC(=NC1)NC1=CC(=C(C=C1)S(=O)(=O)C)OC)N[C@H](CO)C1=CC=CC=C1.C1(CCC1)C=1N=C(C(=NC1)C(=O)N)N1CCNCC1 cyclobutyl-3-(piperazin-1-yl)pyrazine-2-carboxamide Ethyl-4-{[(1S)-2-hydroxy-1-phenylethyl]amino}-2-{[3-methoxy-4-(methylsulfonyl)phenyl]amino}pyrimidine-5-carboxylate